N=1C=CN2C1CC(CC2)COC2=CC=C(C=N2)CNC=2C=1C=CN=C(C1C=CC2)N N5-((6-((5,6,7,8-tetrahydroimidazo[1,2-a]pyridin-7-yl)methoxy)pyridin-3-yl)methyl)isoquinoline-1,5-diamine